BrCC1(CC1)C1=C(C=C(C(=C1)OC(C)C)[N+](=O)[O-])C (1-(bromomethyl)cyclopropyl)-5-isopropoxy-2-methyl-4-nitrobenzene